FC1=CC(=C(C(=O)NC2=C(C=C(C(=C2)C=2C=NC(=NC2)N2CCC(CC2)(C)O)F)N2C[C@H](N(CC2)C)C)C=C1)C(F)(F)F 4-fluoro-N-[4-fluoro-5-[2-(4-hydroxy-4-methylpiperidin-1-yl)pyrimidin-5-yl]-2-[(3R)-3,4-dimethylpiperazin-1-yl]phenyl]-2-(trifluoromethyl)benzamide